BrC=1C2=C(C=3C(=NC(=NC3C1F)OCC1(CC1)CN(C)C)N[C@H]1C(N(CC1)C)=O)COC2 (R)-3-((6-Bromo-3-((1-((dimethylamino)meth-yl)cyclopropyl)methoxy)-5-fluoro-7,9-dihydrofuro-[3,4-f]quinazolin-1-yl)-amino)-1-methylpyrrolidin-2-one